ClC=1C(=NC=C(C(=O)O)C1)N1CCN(CC1)C1=NOC2=C1C(=CC=C2)C(F)(F)F 5-Chloro-6-(4-(4-(trifluoromethyl)benzo[d]isoxazol-3-yl)piperazin-1-yl)nicotinic acid